2,4(1H,3H)-PYRIMIDINEDIONE N1C(NC(C=C1)=O)=O